4-chloro-2-(6-((6,6-dimethyl-2,4-dioxo-3-azabicyclo[3.1.0]hexan-3-yl)methyl)pyrrolo[2,1-f][1,2,4]triazin-4-yl)-6-methylbenzyl methanesulfonate CS(=O)(=O)OCC1=C(C=C(C=C1C)Cl)C1=NC=NN2C1=CC(=C2)CN2C(C1C(C1C2=O)(C)C)=O